BrC=1C=C2C=C(C(N(C2=NC1)CC1=NC=C(C=C1)F)=O)C(=O)O 6-bromo-1-((5-fluoropyridin-2-yl)methyl)-2-oxo-1,2-dihydro-1,8-naphthyridine-3-carboxylic acid